ClC1=C(N(C(C2=C(C=CC=C12)B(O)O)=O)C1=CC=CC=C1)[C@H](C)NC=1C2=C(N=CN1)NC=CC2=O (S)-(4-chloro-1-oxo-3-(1-((5-oxo-5,8-dihydropyrido[2,3-d]pyrimidin-4-yl)amino)ethyl)-2-phenyl-1,2-dihydroisoquinolin-8-yl)boronic acid